bis(dimethylfluorenyl)(spirobifluorenyl)(phenylmethylfluorenyl)(dimethylfluorenyl)(spirobifluorenyl)amine CC=1C(=C(C=2CC3=CC=CC=C3C2C1)C1=C2C3=C(C(=C(C4(C3=CC2=CC=C1)C=CC=C1C2=CC=CC=C2C=C14)N(C1=C(C(=CC=4C2=CC=CC=C2CC14)C)C)C1=C(C=CC=4C2=CC=CC=C2CC14)CC1=CC=CC=C1)C=1C4(C2=CC3=CC=CC=C3C2=CC1)C=CC=C1C2=CC=CC=C2C=C14)C1=C(C(=CC=4C2=CC=CC=C2CC14)C)C)C